C1(=CC=C(C=C1)C1=NC(=NC(=C1)C1=CC(=CC=C1)Br)C1=CC=CC=C1)C1=CC=CC=C1 4-([1,1'-biphenyl]-4-yl)-6-(3-bromophenyl)-2-phenyl-pyrimidine